ClC=1N=C(C(=NC1)C1=CC=C(C=C1)OC(F)(F)F)COC 5-chloro-3-(methoxymethyl)-2-[4-(trifluoromethoxy)phenyl]Pyrazine